C(CCCCCCCCCCCCCCC)OCC(=O)OC1=C(CC2=CC(=C(C=C12)OC)OC)CC1CCN(CC1)CC1=CC=CC=C1 2-((1-benzylpiperidin-4-yl)methyl)-5,6-dimethoxy-1H-inden-3-yl 2-(hexadecyloxy)acetate